NC(=S)NCC1(CC(CC(C1)(C)C)N)C 3-(aminothiocarbonylamino-methyl)-3,5,5-trimethylcyclohexylamine